COC1=CC=C(C=C1)S(=O)(=O)N(C1=CC=CC2=CC=CC=C12)C 4-methoxy-N-methyl-N-(naphthalen-1-yl)benzenesulfonamide